P(OC(CCCCCC)C)(OCC(CCCC)CC)=O.[Nd] neodymium (1-methylheptyl) (2-ethylhexyl) phosphonate